5-(2-methyl-oxazol-5-yl)phenol CC=1OC(=CN1)C=1C=CC=C(C1)O